(1S)-1-(1-methyl-1H-indazol-4-yl)ethane-1-amine hydrochloride Cl.CN1N=CC2=C(C=CC=C12)[C@H](C)N